FC1=CC=C(C=C1)C([C@@H](C(=O)NC1=CC=C(C=C1)C1=C(C=NC=C1)OC)NC(OC(C)(C)C)=O)C1=CC=C(C=C1)F tert-butyl (S)-(1,1-bis(4-fluorophenyl)-3-((4-(3-methoxypyridin-4-yl)phenyl)amino)-3-oxopropan-2-yl)carbamate